C(C=C)N1N(C2=NC(=NC=C2C1=O)NC1=CC=2C=C3N(C2C=C1)CCN(C3)C)C3=NC(=CC=C3)C(C)(C)O 2-allyl-1-(6-(2-hydroxypropan-2-yl)pyridin-2-yl)-6-((2-methyl-1,2,3,4-tetrahydropyrazino[1,2-a]indol-8-yl)amino)-1,2-dihydro-3H-pyrazolo[3,4-d]pyrimidin-3-one